CC=1C=CC(=C(NCC2=CC=NC=C2)C1)[N+](=O)[O-] 5-methyl-2-nitro-N-(pyridin-4-ylmethyl)aniline